1,4-dimethyl-4-vinyl-1-cyclohexene CC1=CCC(CC1)(C=C)C